ClC1=CC2=C(N(C(N=C2N2[C@H](CN([C@@H](C2)C)C(C=C)=O)C)=O)C=2C(=NC=CC2C)C(C)C)N=C1C1=C(C=CC(=C1)F)F (M)-6-Chloro-7-(2,5-difluorophenyl)-4-[(2S,5R)-2,5-dimethyl-4-prop-2-enoyl-piperazin-1-yl]-1-(2-isopropyl-4-methyl-3-pyridyl)pyrido[2,3-d]pyrimidin-2-one